P(O)(=O)(OP(=O)(O)OP(=O)(O)O)OC[C@@H]1[C@H](C[C@@H](O1)N1C(=O)NC(=O)C(=C1)CC=CN)O 5-(3-aminoallyl)-2'-deoxyuridine-5'-triphosphate